CNC(=O)C1=NC=C(C=C1)N1CCN(CC1)CC=1C=C2NC(C(=NC2=CC1)C(F)(F)F)=O N-methyl-5-[4-[[3-oxo-2-(trifluoromethyl)-4H-quinoxalin-6-yl]methyl]piperazin-1-yl]pyridine-2-carboxamide